C[C@@H]1N(C[C@H](N(C1)C(C)C1=C(C=C(C=C1F)F)F)C)C1=CC(N(C=2C=CC(=NC12)C#N)C)=O 8-((2s,5r)-2,5-dimethyl-4-(1-(2,4,6-trifluorophenyl)ethyl)piperazin-1-yl)-5-methyl-6-oxo-5,6-dihydro-1,5-naphthyridine-2-carbonitrile